OCCOC1C=CC=CC=1 PhENOXYETHANOL